nickel-palladium-gold-silver [Ag].[Au].[Pd].[Ni]